COC=1C=C(C=CC1OC)NC(N)=S 3-(3,4-dimethoxyphenyl)thiourea